ClC=1C=C(COC=2C=C(C=CC2NS(=O)(=O)CC)C2=NNC(=C2C(=O)N)NC2=NC(=CC=C2)C(F)(F)F)C=CC1 3-(3-((3-chloro-benzyl)oxy)-4-(ethylsulfonamido)phenyl)-5-((6-(trifluoro-methyl)pyridin-2-yl)amino)-1H-pyrazole-4-carboxamide